5-([1,1'-biphenyl]-4-yl)-5,10-dihydrophenazine C1(=CC=C(C=C1)N1C=2C=CC=CC2NC2=CC=CC=C12)C1=CC=CC=C1